6-chloro-N-(6-(difluoromethoxy)-5-fluoro-2-methoxypyridin-3-yl)-N-(methoxymethyl)-1H-pyrrolo[2,3-b]pyridine-3-sulfonamide ClC1=CC=C2C(=N1)NC=C2S(=O)(=O)N(COC)C=2C(=NC(=C(C2)F)OC(F)F)OC